N-(6-(2,6-difluoro-3-(4-fluoro-3-methoxyphenylsulphonamido)phenyl)quinazolin-2-yl)pivaloamide FC1=C(C(=CC=C1NS(=O)(=O)C1=CC(=C(C=C1)F)OC)F)C=1C=C2C=NC(=NC2=CC1)NC(C(C)(C)C)=O